C(C)S(=O)(=O)C1N(CCC1C(=O)N)C(C1=CC=C(C=C1)OC)=O (ethanesulfonyl)-1-(4-methoxybenzoyl)pyrrolidine-3-carboxamide